C(=O)(O)C1=C(C(C(=O)[O-])=CC=C1)C(=O)[O-].[Pt+2] platinum (carboxyphthalate)